4-((6-((dimethyl(octyl)silyl)oxy)-6-(octyloxy)hexyl)((5Z,8Z,11Z,14Z,17Z)-icosa-5,8,11,14,17-pentaen-1-yl)amino)butan-1-ol C[Si](OC(CCCCCN(CCCCO)CCCC\C=C/C\C=C/C\C=C/C\C=C/C\C=C/CC)OCCCCCCCC)(CCCCCCCC)C